C(C(=C)C)(=O)OC1CCCCC1O 6-hydroxycyclohexyl methacrylate